5-((((3s,5s,7s)-adamantan-1-yl)amino)methyl)-2-(2,6-dioxopiperidin-3-yl)isoindoline-1,3-dione C12(CC3CC(CC(C1)C3)C2)NCC=2C=C3C(N(C(C3=CC2)=O)C2C(NC(CC2)=O)=O)=O